6-pyridyl-1,4:5,8-dimethano-1,4,4a,5,6,7,8,8a-octahydronaphthalene N1=C(C=CC=C1)C1C2C3C4C=CC(C3C(C1)C2)C4